[1-ethoxyethoxy]styrene C(C)OC(C)OC=CC1=CC=CC=C1